Methyl 5-benzyl-3-(((2,5-dichlorophenyl)sulfonamido)methyl)-4,5-dihydroisoxazole-5-carboxylate C(C1=CC=CC=C1)C1(CC(=NO1)CNS(=O)(=O)C1=C(C=CC(=C1)Cl)Cl)C(=O)OC